CC1=CN=C(S1)C1=CC(=CC2=C1OCC(N2)=O)C(=O)[O-] 8-(5-Methylthiazol-2-yl)-3-oxo-3,4-dihydro-2H-benzo[b][1,4]oxazine-6-carboxylate